6-fluoro-4-methoxy-1-(1H-pyrazol-1-yl)-2,3-dihydro-1H-indene-5-carbonitrile FC1=C(C(=C2CCC(C2=C1)N1N=CC=C1)OC)C#N